2-[4-(benzyloxymethyl)cyclohexyl]-7-isopropoxy-N-[6-(trifluoromethyl)-2-pyridinyl]imidazo[1,2-a]pyridine-6-carboxamide C(C1=CC=CC=C1)OCC1CCC(CC1)C=1N=C2N(C=C(C(=C2)OC(C)C)C(=O)NC2=NC(=CC=C2)C(F)(F)F)C1